ClCC(=O)NC1=C(C=C(C=C1)C)C(C)OC 2-chloro-N-(2-(1-methoxyethyl)-4-methylphenyl)acetamide